benzyl 4-(5-hydroxypentyl)piperidine-1-carboxylate OCCCCCC1CCN(CC1)C(=O)OCC1=CC=CC=C1